butyl 3-((2-methyl-4-oxopentan-2-yl)thio)propanoate CC(C)(CC(C)=O)SCCC(=O)OCCCC